6-(Tert-Butylsulfanyl)-N-[(1R)-1-(3-{1,1-difluoro-2-methyl-2-[(triethylsilyl)oxy]propyl}-2-fluorophenyl)ethyl]-2-methylpyrido[3,4-d]pyrimidin-4-amine C(C)(C)(C)SC1=CC2=C(N=C(N=C2N[C@H](C)C2=C(C(=CC=C2)C(C(C)(O[Si](CC)(CC)CC)C)(F)F)F)C)C=N1